O1C2=C(OC[C@@H]1CN1CCN(CC1)C1=NC=CC=C1CO[11CH3])C=CC=C2 (S)-1-((2,3-dihydrobenzo[b][1,4]dioxin-2-yl)methyl)-4-(3-([11C]methoxymethyl)pyridin-2-yl)piperazine